3-(2-Chloropyrimidin-4-yl)quinoline-2-d ClC1=NC=CC(=N1)C=1C(=NC2=CC=CC=C2C1)[2H]